C(CCC)[P+](CCOC)(CCCC)CCCC tributyl(2-methoxyethyl)-phosphonium